tert-Butyl 2-[2-[5-(tert-butoxycarbonylamino)-4-cyano-1-isopropyl-pyrazol-3-yl]pyrimidin-5-yl]acetate C(C)(C)(C)OC(=O)NC1=C(C(=NN1C(C)C)C1=NC=C(C=N1)CC(=O)OC(C)(C)C)C#N